N-cyclopropyl-4-nitrobenzenesulfonamide C1(CC1)NS(=O)(=O)C1=CC=C(C=C1)[N+](=O)[O-]